N-[(1S)-3-(difluoromethyl)-1-(4-formylcyclohexyl)pyrazol-4-yl]-5-(1,4-oxazepan-4-yl)pyrazolo[1,5-a]pyrimidine-3-carboxamide FC(C1=NN(C=C1NC(=O)C=1C=NN2C1N=C(C=C2)N2CCOCCC2)C2CCC(CC2)C=O)F